CC(CCCNC(=O)C=1C(=NC(=CC1C)N1C[C@H](OCC1)C)SCC)(C)C N-(4,4-Dimethyl-pentyl)-2-ethylsulfanyl-4-methyl-6-[(2R)-2-methyl-morpholin-4-yl]-pyridine-3-carboxylic acid amide